2-[4-[(Z)-3-(4-Chlorophenyl)-3-oxoprop-1-enyl]phenoxy]acetic acid ClC1=CC=C(C=C1)C(\C=C/C1=CC=C(OCC(=O)O)C=C1)=O